C(#N)C=1C=CC(=C2C=CC=NC12)N1C[C@]2(C[C@]2(C1)C(F)(F)F)C(=O)N[C@@H]1CC[C@@H](CC1)N1CCOCC1 |o1:14,16| (1R,5S) or (1S,5R)-3-(8-Cyanoquinolin-5-yl)-N-(cis-4-morpholinocyclohexyl)-5-(trifluoromethyl)-3-azabicyclo[3.1.0]hexane-1-Formamide